(hydroxymethyl)-3-methoxy-4-(4-(3,4,5-trifluorophenyl)-1H-1,2,3-triazol-1-yl)tetrahydro-2H-pyran OCC1OCCC(C1OC)N1N=NC(=C1)C1=CC(=C(C(=C1)F)F)F